BrC=1C=C2CN(C(C2=C(C1)OC)=O)C 5-bromo-7-methoxy-2-methyl-3H-isoindol-1-one